CN(C=1C=CC=C2C=CC=NC12)C N,N-dimethylquinolin-8-amine